OP(O)OP(O)O.C1=CC=C(C=C1)C1=CC=CC=C1.C(C)(C)(C)C1=C(C=CC(=C1)C(C)(C)C)O (2,4-di-tert-butylphenol) 4,4-biphenyl-diphosphite